C(C1CCCC=C1)(=O)C=1C=CC=CC1 5'-tetrahydrobenzophenone